C1(CC1)CN1N=C(C(=C1)C1=CN=C(N1C)C(=O)N)C(F)(F)F 5-(1-(cyclopropylmethyl)-3-(trifluoromethyl)-1H-pyrazol-4-yl)-1-methyl-1H-imidazole-2-carboxamide